FC=1C=C(C=CC1F)CN1C(CCC1=O)CC(=O)N(S(=O)(=O)C)C 2-[1-[(3,4-difluorophenyl)methyl]-5-oxopyrrolidin-2-yl]-N-methyl-N-methylsulfonylacetamid